Butadiene ruthenium [Ru].C=CC=C